3-[4-[4-(4-aminophenyl)piperazin-1-yl]phenyl]piperidine-2,6-dione NC1=CC=C(C=C1)N1CCN(CC1)C1=CC=C(C=C1)C1C(NC(CC1)=O)=O